ClC=1C=CC2=C(N=C(S2)C23CC(C2)(C3)NC(=O)C=3OC(=CC3)C(C)S(=O)(=O)C)C1 N-[3-(5-chloro-1,3-benzothiazol-2-yl)-1-bicyclo[1.1.1]pentanyl]-5-(1-methylsulfonylethyl)furan-2-carboxamide